ethyl 2-(5-formylpyrimidin-2-yl)-2-methylpropanoate C(=O)C=1C=NC(=NC1)C(C(=O)OCC)(C)C